C(CCCCCCCCCCCCCCCCCCCCCCC=CC)(=O)O 24-Hexacosenoic acid